ClC=1C(=CC(=C(C(=O)NC2=CC(=CC=C2)[S@@](=O)(=N)C)C1)OC=1C(=NC(=CC1)F)C)C(F)(F)F (R)-5-chloro-2-((6-fluoro-2-methylpyridin-3-yl)oxy)-N-(3-(S-methylsulfonimidoyl)phenyl)-4-(trifluoromethyl)benzamide